4-(((3S,4R)-4-hydroxy-4-(hydroxymethyl)-1-((2-(trifluoromethyl)phenyl)sulfonyl)pyrrolidin-3-yl)sulfonyl)benzonitrile O[C@@]1([C@H](CN(C1)S(=O)(=O)C1=C(C=CC=C1)C(F)(F)F)S(=O)(=O)C1=CC=C(C#N)C=C1)CO